F[C@]12[C@](CNC1)(CN(C2)C(=O)C2=C(C=CC=C2N2N=CC=N2)F)F ((3aR,6aS)-3a,6a-difluorohexahydropyrrolo[3,4-c]pyrrol-2(1H)-yl)(2-fluoro-6-(2H-1,2,3-triazol-2-yl)phenyl)methanone